C(CC)[N-]C1CC1 N-propylcyclopropylamide